C(C)S(=O)(=O)C=1C(=NC=CC1)C=1OC2=C(N1)C=C(C=C2)[NH-] [2-(3-ethylsulfonyl-2-pyridyl)-1,3-benzoxazol-5-yl]amide